2-[4-[2-[2-[4-[4-[4-[(E)-3-(2-Hydroxyphenyl)-3-oxoprop-1-enyl]phenoxy]butyl]triazol-1-yl]ethylamino]ethoxy]phenyl]chromen-4-one OC1=C(C=CC=C1)C(/C=C/C1=CC=C(OCCCCC=2N=NN(C2)CCNCCOC2=CC=C(C=C2)C=2OC3=CC=CC=C3C(C2)=O)C=C1)=O